ClC1=C(C=CC(=C1)CN(C)CC)N1C=NC(=C1)C1=NC(=NC=C1C(F)(F)F)NC1CCN(CC1)S(=O)(=O)C 4-(1-(2-Chloro-4-((ethyl(methyl)amino)methyl)phenyl)-1H-imidazol-4-yl)-N-(1-(methylsulfonyl)piperidin-4-yl)-5-(trifluoromethyl)pyrimidin-2-amine